5-(2-(((3R,4R)-3-fluoro-1-((1-methyl-1H-pyrazol-4-yl)sulfonyl)piperidin-4-yl)amino)-5-(trifluoromethyl)pyrimidin-4-yl)-2-(2-hydroxy-2-methylpropyl)thiophene-3-carboxamide F[C@@H]1CN(CC[C@H]1NC1=NC=C(C(=N1)C1=CC(=C(S1)CC(C)(C)O)C(=O)N)C(F)(F)F)S(=O)(=O)C=1C=NN(C1)C